C(#N)CCOP(N(C(C)C)C(C)C)Cl.FC(C1=CC=C(C=C1)N1C=2N(C[C@@H](C1)CNC(C=C)=O)N=CC2)(F)F (R)-N-((4-(4-(trifluoromethyl)phenyl)-4,5,6,7-tetrahydropyrazolo[1,5-a]pyrimidin-6-yl)methyl)acrylamide 2-cyanoethyl-N,N-diisopropylchlorophosphoroamidite